1-(phenylsulfonyl)-1H-indol-5-amine C1(=CC=CC=C1)S(=O)(=O)N1C=CC2=CC(=CC=C12)N